COC(=O)C=1C(=CC2=C(NC([C@H](CS2)NC(=O)OC(C)(C)C)=O)C1)C (3R)-3-(tert-Butoxycarbonylamino)-8-methyl-4-oxo-3,5-dihydro-2H-1,5-benzothiazepine-7-Carboxylic acid methyl ester